C1(CCCCC1)C1=CC=C(C=C1)C=1NC=2N(C(C1)=O)N=C(C2C(=O)N2CC(C2)CF)C2=NC=CC=N2 5-(4-cyclohexylphenyl)-3-[3-(fluoromethyl)azetidine-1-carbonyl]-2-pyrimidin-2-yl-4H-pyrazolo[1,5-a]pyrimidin-7-one